ClCC=1C(=C(C2=CC=C(C=C2C1OC)F)OC)C 3-(chloromethyl)-6-fluoro-1,4-dimethoxy-2-methylnaphthalene